COC1=NC=CC(=C1)CO (2-methoxypyridin-4-yl)methanol